N-(1-{[4-chloro-2-(trifluoromethyl)phenyl]methyl}-1H-pyrazol-3-yl)-2,6-difluorobenzamide ClC1=CC(=C(C=C1)CN1N=C(C=C1)NC(C1=C(C=CC=C1F)F)=O)C(F)(F)F